tert-butyl (3-(9-(4-(2,6-dioxopiperidin-3-yl)phenyl)-3,9-diazaspiro[5.5]undecan-3-yl)propyl)carbamate O=C1NC(CCC1C1=CC=C(C=C1)N1CCC2(CCN(CC2)CCCNC(OC(C)(C)C)=O)CC1)=O